ethyl 3-(2-(3-bromo-2-methylphenoxy)phenyl)propanoate BrC=1C(=C(OC2=C(C=CC=C2)CCC(=O)OCC)C=CC1)C